8-p-tolylethynyl-naphthylamine C1(=CC=C(C=C1)C#CC=1C=CC=C2C=CC=C(C12)N)C